N-(4-(4-amino-3-(1-(3,3-difluorocyclopentyl)-1H-indol-5-yl)-7-oxo-6,7-dihydro-2H-pyrazolo[3,4-d]pyridazin-2-yl)phenyl)acrylamide NC=1C=2C(C(NN1)=O)=NN(C2C=2C=C1C=CN(C1=CC2)C2CC(CC2)(F)F)C2=CC=C(C=C2)NC(C=C)=O